6-tert-butyl-2,3-bis(trifluoromethyl)quinoxaline C(C)(C)(C)C=1C=C2N=C(C(=NC2=CC1)C(F)(F)F)C(F)(F)F